C(C)OC(NC1=C(C=C(C=C1)CNC1=CC(=C(C=C1)Cl)Cl)Cl)=O {2-Chloro-4-[(3,4-dichlorophenylamino)methyl]phenyl}carbamic acid ethyl ester